COC(C=1C(C(=O)OC)=C(C(=CC1)C(C)=O)O)=O 4-acetyl-3-hydroxyphthalic acid dimethyl ester